O=C[C@@H](O)[C@@H](O)[C@@H](O)[C@H](O)C(=O)OCCC propyl taluronate